CC1([C@H]2CN([C@@H]([C@@H]12)C(=O)OC)C([C@H](C(C)C)NC(=O)C1COCC1)=O)C methyl (1R,2S,5S)-6,6-dimethyl-3-[(2S)-3-methyl-2-(tetrahydrofuran-3-carbonylamino)butanoyl]-3-azabicyclo[3.1.0]hexane-2-carboxylate